4-methyl-2-phenylpiperazine CN1CC(NCC1)C1=CC=CC=C1